t-butyl (5-(4-((2-(2-(benzyloxy)-4,6-dihydroxybenzoyl)isoindolin-5-yl)methyl)piperazin-1-yl)pentyl)carbamate C(C1=CC=CC=C1)OC1=C(C(=O)N2CC3=CC=C(C=C3C2)CN2CCN(CC2)CCCCCNC(OC(C)(C)C)=O)C(=CC(=C1)O)O